CC([C@@H](CC(=O)NC[C@H](CC1=CC=C(C(=O)N)C=C1)N(C)C)C1=CC=CC=C1)(C)C 4-[(2S)-3-[(3R)-4,4-dimethyl-3-phenylpentanamido]-2-(dimethylamino)propyl]benzamide